C(C=C)C1N(CC(C1)(C)C)C(=O)OC(C)(C)C tert-Butyl 2-allyl-4,4-dimethyl-pyrrolidine-1-carboxylate